2-METHOXYCARBONYL-1,3-BENZOXAZOLE-6-BORONIC ACID COC(=O)C=1OC2=C(N1)C=CC(=C2)B(O)O